4,6-dimethylstearyl alcohol CC(CCCO)CC(CCCCCCCCCCCC)C